tert-butyl 4-[4-[(2,4-dioxohexahydropyrimidin-1-yl)methyl]phenyl]piperidine-1-carboxylate O=C1N(CCC(N1)=O)CC1=CC=C(C=C1)C1CCN(CC1)C(=O)OC(C)(C)C